CN([C@H](C(=O)N)C)C (S)-2-(dimethylamino)propanamide